CC1=C(C(=O)OC2=C(C=CC=C2)OC(C2=C(C=C(C=C2C)C)C)=O)C(=CC(=C1)C)C 2-phenylene bis(2,4,6-trimethylbenzoate)